3-(2-(4-((2-(4-(1-(azetidin-3-ylmethyl)pyrrolidin-3-yl)piperazin-1-yl)pyrimidine-4-yl)methoxy)phenyl)prop-2-yl)-5-chlorobenzonitrile N1CC(C1)CN1CC(CC1)N1CCN(CC1)C1=NC=CC(=N1)COC1=CC=C(C=C1)C(C)(C)C=1C=C(C#N)C=C(C1)Cl